(3-Phenylpropyl)triphenylphosphonium bromide [Br-].C1(=CC=CC=C1)CCC[P+](C1=CC=CC=C1)(C1=CC=CC=C1)C1=CC=CC=C1